iron-magnesium carbonate C([O-])([O-])=O.[Mg+2].[Fe+2].C([O-])([O-])=O